FC(C1=NC(=CC(=C1)NC(OC(C)(C)C)=O)O[C@@H]1CN(CC1)C)F tert-butyl (S)-(2-(difluoromethyl)-6-((1-methylpyrrolidin-3-yl)oxy)pyridin-4-yl)carbamate